2-(3-fluorophenyl)piperazin FC=1C=C(C=CC1)C1NCCNC1